ClC1=CC(=C2C(C(=CN(C2=N1)C1=NC(=NS1)C1CC1)C(=O)O)=O)C 7-chloro-1-(3-cyclopropyl-1,2,4-thiadiazol-5-yl)-5-methyl-4-oxo-1,4-dihydro-1,8-naphthyridine-3-carboxylic acid